COC1=NC=C(C=C1S(=O)(=O)N1CC2(C1)OCC(C2)NC2CCOCC2)C 2-((2-methoxy-5-methylpyridin-3-yl)sulfonyl)-N-(tetrahydro-2H-pyran-4-yl)-5-oxa-2-azaspiro[3.4]octan-7-amine